6-(difluoromethoxy)benzo[d]thiazol-2-amine FC(OC1=CC2=C(N=C(S2)N)C=C1)F